NC1=NC=CC(=N1)OC1=C(C=C(C=C1)N1C(N(CC1=O)C1=C(C=CC(=C1)C(F)(F)F)F)=O)CC 3-{4-[(2-amino-4-pyrimidinyl)oxy]-3-ethylphenyl}-1-[2-fluoro-5-(trifluoromethyl)phenyl]-2,4-imidazolidinedione